BrC1=CC=C2C=C(C(=NC2=C1)NC(OCCCCC)=O)Cl pentyl (7-bromo-3-chloroquinolin-2-yl)carbamate